N1=NC(=CC=C1)C(C(=O)N)C pyridazin-3-ylpropanamide